2-{4-[3-(benzyloxy)-2-(1,3-dioxolan-2-yl)phenyl]pyrazol-1-yl}pyridine-4-carboxylic acid C(C1=CC=CC=C1)OC=1C(=C(C=CC1)C=1C=NN(C1)C1=NC=CC(=C1)C(=O)O)C1OCCO1